ethyl (4-aminophenylsulfonyl)methyl(ethyl)phosphinate NC1=CC=C(C=C1)S(=O)(=O)CP(OCC)(=O)CC